S(=O)(=O)(ON1[C@@H]2CC[C@H](N(C1=O)C2)C(NC(CC2=CN=CN2C)=O)=N)O (2S,5R)-2-(N-(2-(1-methyl-1H-imidazol-5-yl)acetyl)carbamimidoyl)-7-oxo-1,6-diazabicyclo[3.2.1]octan-6-yl hydrogen sulfate